C(C)(C)C1=NC=2N(C=C1)N=CC2C(=O)O 5-isopropylpyrazolo[1,5-a]pyrimidine-3-carboxylic acid